P(=O)(OC)(OC)OC(=C)C1=CC=CC=C1 dimethyl (1-phenylvinyl) phosphate